bis(2,4-diethyloctyl)amine C(C)C(CNCC(CC(CCCC)CC)CC)CC(CCCC)CC